ethyl 9-(3-(but-3-yn-1-yloxy)-3-oxopropyl)-1-(nonanoyloxy)-8-oxo-7-oxa-3,4-dithia-9,13-diazapentadecan-15-oate C(CC#C)OC(CCN(C(OCCSSCCOC(CCCCCCCC)=O)=O)CCCNCC(=O)OCC)=O